3-(4-Chloro-2-fluoro-5-mercaptophenyl)-1-amino-6-trifluoromethyl-1H-pyrimidin-2,4-dion ClC1=CC(=C(C=C1S)N1C(N(C(=CC1=O)C(F)(F)F)N)=O)F